OC12CCC(CC1)(C2)NC2=NC(=NC=C2C(=O)[O-])SC 4-((4-hydroxybicyclo[2.2.1]heptan-1-yl)amino)-2-(methylthio)pyrimidine-5-carboxylate